N-(2-(4-(4-cyclopentylpiperazine-1-yl)piperidine-1-yl)-5-((6-((R)-3-(3,5-difluorophenyl)isoxazolidine-2-yl)pyrimidine-4-yl)amino)-4-methoxyphenyl)acrylamide Methyl-(2R)-glycidate COC(C1CO1)=O.C1(CCCC1)N1CCN(CC1)C1CCN(CC1)C1=C(C=C(C(=C1)OC)NC1=NC=NC(=C1)N1OCC[C@@H]1C1=CC(=CC(=C1)F)F)NC(C=C)=O